FC(OC(C1=CC=CC=C1)O)(F)F (trifluoromethoxy)benzyl alcohol